BrC=1C(=C(C(=O)O)C(=CC1)F)F 3-bromo-2,6-difluoro-benzoic acid